5-amino-N-{4-[3-amino-4-hydroxy-5-methylpiperidin-1-yl]-7-hydroxy-6,7-dihydro-5H-cyclopenta[b]pyridin-3-yl}-2-(2,6-difluorophenyl)-1,3-thiazole-4-carboxamide NC1=C(N=C(S1)C1=C(C=CC=C1F)F)C(=O)NC=1C(=C2C(=NC1)C(CC2)O)N2CC(C(C(C2)C)O)N